tert-butyl 4-(3-methylphenyl)-1H-pyrazole-1-carboxylate CC=1C=C(C=CC1)C=1C=NN(C1)C(=O)OC(C)(C)C